CC1(O[C@H]2[C@@H](O1)[C@@H]([C@@H]1[C@]2(C1)COC(C1=CC=CC=C1)(C1=CC=CC=C1)C1=CC=CC=C1)N1C2=NC(=NC(=C2N=C1)NC(OC(C)(C)C)=O)SCC)C tert-Butyl (9-((3aR,3bR,4aS,5R,5aS)-2,2-dimethyl-3b-((trityloxy)methyl)hexahydrocyclopropa[3,4]cyclopenta[1,2-d][1,3]dioxol-5-yl)-2-(ethylthio)-9H-purin-6-yl)carbamate